C12OCCCC2OCCC1 2,7-dioxabicyclo[4.4.0]decane